OC1C2C=CC(C1)(C2)C(C)C 5-hydroxy-isopropyl-bicyclo[2.2.1]hept-2-ene